ClC1=NC(=C(C=C1C(=O)OC)[N+](=O)[O-])C=O methyl 2-chloro-6-formyl-5-nitropyridine-3-carboxylate